O=C1N(CCC1)C=C (2-oxo-1-pyrrolidinyl)ethylene